N-(3-chloro-4-fluorophenyl)-7-bromo-6-nitroquinazolin-4-amine ClC=1C=C(C=CC1F)NC1=NC=NC2=CC(=C(C=C12)[N+](=O)[O-])Br